[Br-].C(C)NC(S)=[NH2+] ethylisothiouronium bromide